4-((4-(2-(difluoromethyl)pyridin-4-yl)-2,6-difluorobenzyl)oxy)phenyl sulfurofluoridate S(OC1=CC=C(C=C1)OCC1=C(C=C(C=C1F)C1=CC(=NC=C1)C(F)F)F)(=O)(=O)F